BrC=1C=C(C(=NC1)C1=CC2=NC=C(C=C2N1C(=O)OC(C)(C)C)C(F)(F)F)SCC tert-butyl 2-[5-bromo-3-(ethylsulfanyl) pyridin-2-yl]-6-(trifluoromethyl)pyrrolo[3,2-b]pyridine-1-carboxylate